2,2'-diallyl-4,4'-(9H-fluoren-9-ylidene)bisphenol C(C=C)C1=C(C=CC(=C1)C1(C2=CC=CC=C2C=2C=CC=CC12)C1=CC(=C(C=C1)O)CC=C)O